ClC=1C=C2C(=C(C=NC2=CC1)C=1CCOCC1)NC1=C(C(=O)O)C=C(C=C1)OC 2-[[6-chloro-3-(3,6-dihydro-2H-pyran-4-yl)-4-quinolyl]amino]-5-methoxy-benzoic acid